4-(4-amino-2,5-difluorophenoxy)-3-chloropyridin-2-amine NC1=CC(=C(OC2=C(C(=NC=C2)N)Cl)C=C1F)F